ONC(=N)C1=C(C=NC=C1)SC1=NC=CN=C1 N-hydroxy-3-(pyrazin-2-ylsulfanyl)pyridine-4-carboximidamide